NC1=NC=2CC[C@@H]([C@H](C2C=N1)O)[C@@H]1N2C(C3=CC=CC=C13)=CN=C2 (5R,6R)-2-amino-6-((s)-5H-imidazo[5,1-a]isoindol-5-yl)-5,6,7,8-tetrahydroquinazolin-5-ol